tert-Butyl (R)-3-(4-acetyl-1,4-diazepan-1-yl)pyrrolidine-1-carboxylate C(C)(=O)N1CCN(CCC1)[C@H]1CN(CC1)C(=O)OC(C)(C)C